tert-Butyl N-(7-oxo-6,8-dihydro-5H-pyrido[2,3-d]pyrimidin-6-yl)carbamate O=C1C(CC2=C(N=CN=C2)N1)NC(OC(C)(C)C)=O